chloro-N-(3-fluoro-4-((6-methoxy-7-((1-methylpiperidin-4-yl)methoxy)quinazolin-4-yl)amino)phenyl)benzamide ClC1=C(C(=O)NC2=CC(=C(C=C2)NC2=NC=NC3=CC(=C(C=C23)OC)OCC2CCN(CC2)C)F)C=CC=C1